methyl 1-(2-((2,3-dihydrobenzofuran-5-yl) amino) pyridin-4-yl)-1H-imidazole-4-carboxylate O1CCC2=C1C=CC(=C2)NC2=NC=CC(=C2)N2C=NC(=C2)C(=O)OC